ClC1=C(C=CC=C1C(=O)N1CC(OCC1)C(C)C)NC1=C(C=C(C(=O)N=C2NCCN2)C=C1)C1CC1 4-({2-chloro-3-[2-(propan-2-yl)morpholine-4-carbonyl]phenyl}amino)-3-cyclopropyl-N-[(2Z)-imidazolidin-2-ylidene]benzamide